5-chloro-4-((2-(N-methylmethanesulfonylamino)phenyl)amino)pyrimidine ClC=1C(=NC=NC1)NC1=C(C=CC=C1)NS(=O)(=O)CC